1-(tetrahydro-2H-pyran-2-yl)-4-(4,4,5,5-tetramethyl-1,3,2-dioxaborolan-2-yl)-1H-indazole O1C(CCCC1)N1N=CC2=C(C=CC=C12)B1OC(C(O1)(C)C)(C)C